(mannitol) carbon [C].C([C@@H](O)[C@@H](O)[C@H](O)[C@H](O)CO)O